N-(2-hydroxy-2-methylpropyl)propionamide OC(CNC(CC)=O)(C)C